FC(CN1N=CC=2C1=NC(=CN2)N2CCC1(CCN(C1)C=1N=NC(=CC1)C(F)(F)F)CC2)F 8-(1-(2,2-difluoroethyl)-1H-pyrazolo[3,4-b]pyrazin-6-yl)-2-(6-(trifluoromethyl)pyridazin-3-yl)-2,8-diazaspiro[4.5]decane